BrC=1C=C(C=C(C1)Cl)NC(C1=CC(=NC=C1Cl)N1S(CCC1)(=O)=O)=O N-(3-bromo-5-chlorophenyl)-5-chloro-2-(1,1-dioxidoisothiazolidin-2-yl)isonicotinamide